3-(4-((7-(piperidin-1-yl)heptyl)amino)phenyl)piperidine-2,6-dione N1(CCCCC1)CCCCCCCNC1=CC=C(C=C1)C1C(NC(CC1)=O)=O